C(C)(C)(C)OC(=O)N([C@H](C)C1=CC=CC2=CC=CC=C12)C[C@@H]1OC2=CC=CC=C2C(=C1)C=1C=CC(=C(C(=O)OC)C1)C methyl 5-((R)-2-(((tert-butoxycarbonyl)((R)-1-(naphthalen-1-yl)ethyl)amino)methyl)-2H-chromen-4-yl)-2-methylbenzoate